dioctan copper [Cu].CCCCCCCC.CCCCCCCC